tert-butyl-5-(chlorosulfonyl)indoline C(C)(C)(C)N1CCC2=CC(=CC=C12)S(=O)(=O)Cl